FC(CN1N=CC(=C1)C1=NC(=NC=C1C#N)N[C@H]1C[C@H](CCC1)N1C=NC=2C1=NC=CC2C)F 4-(1-(2,2-difluoroethyl)-1H-pyrazol-4-yl)-2-(((1R,3S)-3-(7-methyl-3H-imidazo[4,5-b]pyridin-3-yl)cyclohexyl)amino)pyrimidine-5-carbonitrile